FC1(CN(CCC1CC#C)C(=O)OC(C)(C)C)F tert-butyl 3,3-difluoro-4-prop-2-ynyl-piperidine-1-carboxylate